C(C)(C)(C)OC(=O)N1CC2(CN(C2)C=2C(=NC(=NC2)OCC(F)(F)F)C)CC1 tert-butyl-2-(4-methyl-2-(2,2,2-trifluoroethoxy)pyrimidin-5-yl)-2,6-diazaspiro[3.4]octane-6-carboxylate